C(C)(=O)C1=CN(C2=CC=C(C=C12)C1=CN=NC=C1)CC(=O)N1[C@@H](C[C@H](C1)F)C(=O)NC1=NC(=CC=C1)Cl (2S,4R)-1-(2-(3-acetyl-5-(pyridazin-4-yl)-1H-indol-1-yl)acetyl)-N-(6-chloropyridin-2-yl)-4-fluoropyrrolidine-2-carboxamide